CC1=C(C=CC(=C1)C)C1CC2(C1)CCN(CC2)C(=O)C2CC1(C2)NC(OC1)=O 2-[2-(2,4-Dimethylphenyl)-7-azaspiro[3.5]nonane-7-carbonyl]-7-oxa-5-azaspiro[3.4]octan-6-one